2-(6-chloro-1,1-dioxido-3,4-dihydro-2H-benzo[e][1,2]thiazin-2-yl)-3-(6-fluoro-2,3-dimethylphenyl)butanehydrazide benziodaoxol-1-yl-acetate I1(OCC2=C1C=CC=C2)CC(=O)O.ClC=2C=CC1=C(CCN(S1(=O)=O)C(C(=O)NN)C(C)C1=C(C(=CC=C1F)C)C)C2